NCC=1C=C(C=CC1)C=1C=C(C2=C(C(=CO2)COC2=C(C=CC=C2)CC(=O)OCC)C1)C=1C=NN(C1)CC(C)C ethyl 2-(2-((5-(3-(aminomethyl)phenyl)-7-(1-isobutyl-1H-pyrazol-4-yl)benzofuran-3-yl)methoxy)phenyl)acetate